C1(=CC=CC=C1)NC(NC1=C(C=CC=C1NC(=O)NC1=CC=CC=C1)NS(=O)(=O)CC1=CC=CC=C1)=O N-(2,3-bis(3-phenylureido)phenyl)toluenesulfonamide